(1,3-Dioxolan-2-yl)-3-phenylbenzo[c]isoxazole O1C(OCC1)C1=CC=CC2=NOC(=C21)C2=CC=CC=C2